2-amino-2-(4-chloro-2-fluorophenyl)-6-hydroxycyclohexane-1-one hydrochloride Cl.NC1(C(C(CCC1)O)=O)C1=C(C=C(C=C1)Cl)F